N-(((2S,5R)-6-(benzyloxy)-7-oxo-1,6-diazabicyclo[3.2.1]octan-2-yl)(imino)methyl)-2-cyclohexylacetamide C(C1=CC=CC=C1)ON1[C@@H]2CC[C@H](N(C1=O)C2)C(NC(CC2CCCCC2)=O)=N